ClC=1C=C(C(=NC1)N1CC(N(C2(CC(C2)C(=O)N)C1=O)CC1=CC=C(C=C1)Cl)=O)F 8-(5-chloro-3-fluoropyridin-2-yl)-5-(4-chlorobenzyl)-6,9-dioxo-5,8-diazaspiro[3.5]nonane-2-carboxamide